C1OCC2C1CN(C2)C2=CC(=C(C=O)C=C2)C(F)(F)F 4-(tetrahydro-1H-furo[3,4-c]pyrrol-5(3H)-yl)-2-(trifluoromethyl)benzaldehyde